N2-[3-(2-methylthiazol-4-yl)phenyl]pyrimidine-2,4-diamine CC=1SC=C(N1)C=1C=C(C=CC1)NC1=NC=CC(=N1)N